C(C)(C)OC1=C(C(=CC=C1)OC(C)C)C1=C(C(=CC=C1)C1=C(C=CC=C1OC(C)C)OC(C)C)P(C1=CC=CC=C1)C1=CC=CC=C1 [2,6-bis(2,6-diisopropyloxyphenyl)phenyl]-diphenylphosphine